N(=[N+]=[N-])CC1=CC=C(C=C1)Cl 4-azidomethyl-1-chlorobenzene